ClC1=C(C=C(C(=C1)F)F)C(CCO)O 1-(2-chloro-4,5-difluorophenyl)propane-1,3-diol